FC1=C(CN2CCN(CC2)C(CCC2=CC(=CC=C2)O)=O)C=CC=C1 1-(4-(2-fluorobenzyl)piperazinyl)-3-(3-hydroxyphenyl)-1-propanone